ClC1(CC(=CC=C1)Cl)CCO m-dichlorobenzeneethanol